(R)-4'-(4-aminopiperidin-1-yl)-5-fluoro-N-((5-fluoro-2-hydroxyphenyl)(1H-indole-2-yl)methyl)-[1,1'-biphenyl]-3-carboxamide NC1CCN(CC1)C1=CC=C(C=C1)C1=CC(=CC(=C1)F)C(=O)N[C@@H](C=1NC2=CC=CC=C2C1)C1=C(C=CC(=C1)F)O